FC=1C=C(C=C2C(NC(C12)OC)=O)C(=O)N(C)OC 7-fluoro-N,1-dimethoxy-N-methyl-3-oxo-2,3-dihydro-1H-isoindole-5-carboxylic acid amide